C(C)OC(C[C@@H](CC=O)O[Si](C1=CC=CC=C1)(C1=CC=CC=C1)C(C)(C)C)=O (R)-3-((tert-butyldiphenylsilyl)oxy)-5-oxopentanoic acid ethyl ester